BrC=1NC(C(=C2C1CC(C2)(C(=O)OC)C(=O)OC)C)=O Dimethyl 1-bromo-4-methyl-3-oxo-2,3,5,7-tetrahydro-6H-cyclopenta[c]pyridine-6,6-dicarboxylate